FC=1C=C(C=CC1F)C(CCCCCCCC)=O 1-(3,4-difluorophenyl)nonan-1-one